N-(3-(4-methoxythiophen-2-yl)-1H-pyrazol-5-yl)-4-(3-morpholinopropoxy)benzamide COC=1C=C(SC1)C1=NNC(=C1)NC(C1=CC=C(C=C1)OCCCN1CCOCC1)=O